FC1=CC=C(C=C1)N1N=CC2=C1C=C1C(CN(CC1(C2)C(=O)C2=NC=CC(=C2)C(F)(F)F)S(=O)(=O)C2=NN(N=C2)C)(C)C (1-(4-fluorophenyl)-8,8-dimethyl-6-((2-methyl-2H-1,2,3-triazol-4-yl)sulfonyl)-1,4,5,6,7,8-hexahydro-4aH-pyrazolo[3,4-g]isoquinolin-4a-yl)(4-(trifluoromethyl)pyridin-2-yl)methanone